3-(5-(4-(Methylsulfonyl)piperazin-1-yl)-1H-indazol-1-yl)-5-(trifluoromethyl)phenol CS(=O)(=O)N1CCN(CC1)C=1C=C2C=NN(C2=CC1)C=1C=C(C=C(C1)C(F)(F)F)O